C1(=CC=CC=C1)C1N(CC(CC1)C1=CC=NN1)C(=O)OC(C)(C)C tert-butyl 2-phenyl-5-(1H-pyrazol-5-yl)piperidine-1-carboxylate